C(C)(C)(C)OC(=O)N1CC(NCC1)COC1=C(C(=NC(=C1C(=O)O)N1CCSCC1)Cl)Cl ((4-(tert-butoxycarbonyl)piperazin-2-yl)methoxy)-5,6-dichloro-2-thiomorpholino-nicotinic acid